9,9'-(5-(4,6-diphenylpyrimidin-2-yl)-1,3-phenylene)bis(3-(tert-butyl)-9H-carbazole) C1(=CC=CC=C1)C1=NC(=NC(=C1)C1=CC=CC=C1)C=1C=C(C=C(C1)N1C2=CC=CC=C2C=2C=C(C=CC12)C(C)(C)C)N1C2=CC=CC=C2C=2C=C(C=CC12)C(C)(C)C